tert-butyl 4-(7-ethyl-2-methyl-5-oxo-8-(2-oxo-2-((3-(trifluoromethyl) bicyclo[1.1.1]pentan-1-yl)amino)ethyl)-5,8-dihydropyrido[2,3-b]thieno[3,2-e]pyrazin-6-yl)piperazine-1-carboxylate C(C)C1=C(C(C=2C(=NC3=C(N2)C=C(S3)C)N1CC(NC13CC(C1)(C3)C(F)(F)F)=O)=O)N3CCN(CC3)C(=O)OC(C)(C)C